1-(1-methyl-6-(1-((1-(3-((4-((5-(trifluoromethyl)pyrimidin-2-yl)amino)piperidin-1-yl)sulfonyl)phenyl)piperidin-4-yl)methyl)piperidin-4-yl)-1H-indazol-3-yl)pyrimidine-2,4(1H,3H)-dione CN1N=C(C2=CC=C(C=C12)C1CCN(CC1)CC1CCN(CC1)C1=CC(=CC=C1)S(=O)(=O)N1CCC(CC1)NC1=NC=C(C=N1)C(F)(F)F)N1C(NC(C=C1)=O)=O